N2-(4-chlorobenzyl)-N3-(1H-indol-4-yl)quinoxaline-2,3-diamine ClC1=CC=C(CNC2=NC3=CC=CC=C3N=C2NC2=C3C=CNC3=CC=C2)C=C1